FC1=C(C=CC=2NC(=NC21)CNC=2C=1N(N=C(C2)N2CCN(CC2)C)C(=CN1)C1=CSC=C1)F N-((4,5-difluoro-1H-benzo[d]imidazol-2-yl)methyl)-6-(4-methylpiperazin-1-yl)-3-(thiophen-3-yl)imidazo[1,2-b]pyridazin-8-amine